(((7-((3-aminobenzyl)(tert-butoxycarbonyl)amino)-3-isopropylpyrazolo[1,5-a]Pyrimidin-5-yl)amino)methyl)-3-methoxypiperidine-1-carboxylic acid tert-butyl ester C(C)(C)(C)OC(=O)N1C(C(CCC1)OC)CNC1=NC=2N(C(=C1)N(C(=O)OC(C)(C)C)CC1=CC(=CC=C1)N)N=CC2C(C)C